O[C@H]1C[C@@H](N(C1)C([C@H](C(C)(C)C)N1N=NC(=C1)C1CCC(CC1)C(C)C)=O)C(=O)NC (2R,4S)-4-hydroxy-1-[(2S)-2-[4-(4-isopropylcyclohexyl)triazol-1-yl]-3,3-dimethyl-butanoyl]-N-methyl-pyrrolidine-2-carboxamide